N1(CCCCCC1)C1=CC=C(C=N1)B(O)O 6-(AZEPAN-1-YL)PYRIDIN-3-YLBORONIC ACID